LITHIUM FLUORoSULFONAT FS(=O)(=O)[O-].[Li+]